NC1=CC(=C2CN(C(C2=C1)=O)CC(C(=O)N)=C)C1=CC=C2C=NN(C2=C1)C 2-{[6-amino-4-(1-methyl-1H-indazol-6-yl)-1-oxo-2,3-dihydro-1H-isoindol-2-yl]methyl}prop-2-enamide